BrC=1N(N=C2C3=C(CC4(C12)CC4)OC=C3C)CC=3C=NC=CC3 bromo-8'-methyl-2'-[(pyridin-3-yl)methyl]-2',5'-dihydrospiro[cyclopropane-1,4'-furo[2,3-g]indazole]